O1C[C@H]([C@H](CC1)O)O cis-tetrahydro-2H-pyran-3,4-diol